4-(4-((1R,5S)-3,8-diazabicyclo[3.2.1]octan-3-yl)-2-((tetrahydro-1H-pyrrolizin-7a(5H)-yl)methoxy)-5,6,8,9-tetrahydro-7H-pyrimido[4,5-d]azepin-7-yl)naphthalen-2-ol [C@H]12CN(C[C@H](CC1)N2)C2=NC(=NC=1CCN(CCC12)C1=CC(=CC2=CC=CC=C12)O)OCC12CCCN2CCC1